N-(4-(1H-benzo[d][1,2,3]triazol-1-yl)benzyl)sulfamide N1(N=NC2=C1C=CC=C2)C2=CC=C(CNS(=O)(=O)N)C=C2